tert-Butyl (S)-3-((4-(((S)-1-(3-chloro-2-fluorophenyl)-2,2,2-trifluoroethyl)amino)pyrido[3,2-d]pyrimidin-6-yl)oxy)pyrrolidine-1-carboxylate ClC=1C(=C(C=CC1)[C@@H](C(F)(F)F)NC=1C2=C(N=CN1)C=CC(=N2)O[C@@H]2CN(CC2)C(=O)OC(C)(C)C)F